2-octyldodecane-1-ol (2-octyldodecyl phenylpropionate) C(CCCCCCC)C(CC(C(=O)OCC(CCCCCCCCCC)CCCCCCCC)(C)C1=CC=CC=C1)CCCCCCCCCC